BrC1=C2C34C(C=CC=C3C3=CC=CC=C3C2=CC=C1)=CCC(C4)(C4=CC=CC=C4)C4=CC=CC=C4 12-bromo-10,10-diphenyl-10H-benzo[d]triphenylene